FC1(CN(CC[C@@H]1N1C(N(C=2C=NC=3C=CC(=CC3C21)C=2C=NC(=CC2)OCC)C)=O)C)F (S)-1-(3,3-difluoro-1-methylpiperidin-4-yl)-8-(6-ethoxypyridin-3-yl)-3-methyl-1,3-dihydro-2H-imidazo[4,5-c]quinolin-2-one